4-(2-(Benzylmethoxy)ethoxy)-2-hydroxybenzoic acid methyl ester COC(C1=C(C=C(C=C1)OCCOCCC1=CC=CC=C1)O)=O